O[C@@H]1CN(CC[C@@]12NCC1=CC=CC=C1C2)C(=O)C=2N=C1N(C=C(C=C1[C@@H](C)OC)CN1CCCC1)C2 [(3R,3'R)-3'-hydroxy-1,4-dihydro-1'H,2H-spiro[isoquinoline-3,4'-piperidin]-1'-yl]{8-[(1R)-1-methoxyethyl]-6-(1-pyrrolidinylmethyl)imidazo[1,2-a]pyridin-2-yl}methanone